NC1=CC=C(C=C1)N1C(COCC1)=O 4-(4-aminophenyl)morpholin-3-one